3-(7-chloro-8-fluoro-2-((3-(piperazin-1-ylmethyl)bicyclo[1.1.1]pentan-1-yl)methoxy)pyrido[4,3-d]pyrimidin-4-yl)-3,8-diazabicyclo[3.2.1]octane-8-carboxylic acid tert-butyl ester C(C)(C)(C)OC(=O)N1C2CN(CC1CC2)C=2C1=C(N=C(N2)OCC23CC(C2)(C3)CN3CCNCC3)C(=C(N=C1)Cl)F